4'-tert-butyl-2'-chloroacetoacetanilide C(C)(C)(C)C1=CC(=C(NC(CC(=O)C)=O)C=C1)Cl